C(C)(C)(C)C1=C(OC2=C(C=CC3=C2NC(=NS3(=O)=O)NCC3=NC=CC=C3F)F)C(=CC=C1)Cl 5-(2-(tert-butyl)-6-chlorophenoxy)-6-fluoro-3-(((3-fluoropyridin-2-yl)methyl)amino)-4H-benzo[e][1,2,4]thiadiazine 1,1-dioxide